CC1=C(C=2C=NC(C=3N(C2S1)C(=NN3)C)CC(=O)N)C 2,3,9-trimethyl-6H-thieno[3,2-f][1,2,4]triazolo[4,3-a][1,4]diazepine-6-acetamide